C1NCCC2=CC=CC=C12 tetra-hydroisoquinolin